O=C(CC(=O)SCCNC(CCNC([C@@H](C(COP(OP(OC[C@@H]1[C@H]([C@H]([C@@H](O1)N1C=NC=2C(N)=NC=NC12)O)OP(=O)(O)O)(=O)O)(=O)O)(C)C)O)=O)=O)CCC(C(=O)O)N 3-oxo-6-amino-pimeloyl-CoA